COCCN(C=1N=C(C2=C(N1)C(=NC(=N2)N(CCOC)CCOC)N2CC(N(CC2)C)=O)N2CC(N(CC2)C)=O)CCOC 4,4'-(2,6-bis(bis(2-methoxyethyl)amino)pyrimido[5,4-d]pyrimidine-4,8-diyl)bis(1-methylpiperazin-2-one)